O.[Cu].[B] boron copper salt compound with water